(2R,3R,4S)-3,4,5-tris(benzyloxy)-2-((benzyloxy)methyl)-3,4-dihydro-2h-pyran C(C1=CC=CC=C1)O[C@@H]1[C@H](OC=C([C@H]1OCC1=CC=CC=C1)OCC1=CC=CC=C1)COCC1=CC=CC=C1